1-(3-bromophenyl)-3-(3-chloro-5-tri-fluoromethoxyphenyl)urea BrC=1C=C(C=CC1)NC(=O)NC1=CC(=CC(=C1)OC(F)(F)F)Cl